C(C)(C)(C)OC(CCC1=CC(=C(C=C1)C)N1C(NC(CC1)=O)=O)=O tert-butyl-3-(3-(2,4-dioxotetrahydropyrimidin-1(2H)-yl)-4-methylphenyl)propanoate